BrC=1C=C2CCC(C2=CC1)N1C[C@@H](O[C@@H](C1)C)C (2S,6R)-4-(5-bromo-2,3-dihydro-1H-inden-1-yl)-2,6-dimethylmorpholine